1-phenylbenzimidazole C1(=CC=CC=C1)N1C=NC2=C1C=CC=C2